(1R,5S,6S)-N-BOC-3-azabicyclo[3.1.0]hexane C(=O)(OC(C)(C)C)N1C[C@@H]2C[C@@H]2C1